NC1=C(C=CC(=C1)C)C (amino)-p-xylene